1-(5-(aminomethyl)thiophen-2-yl)-2-((2,6-dimethyl-2H-pyrazolo[3,4-d]pyrimidin-4-yl)thio)ethan-1-one hydrochloride Cl.NCC1=CC=C(S1)C(CSC=1C=2C(N=C(N1)C)=NN(C2)C)=O